(4-(5-(3,5-dichlorophenyl)-5-(trifluoromethyl)-4,5-dihydroisoxazol-3-yl)phenyl)(7-methoxy-1H-indol-1-yl)methanone ClC=1C=C(C=C(C1)Cl)C1(CC(=NO1)C1=CC=C(C=C1)C(=O)N1C=CC2=CC=CC(=C12)OC)C(F)(F)F